racemic-2-bromo-6-(1-(1-(4-fluorophenyl)ethyl)-1H-pyrazol-4-yl)pyrazine BrC1=NC(=CN=C1)C=1C=NN(C1)[C@H](C)C1=CC=C(C=C1)F |r|